epoxynorbornane C1CC23CC1CC2O3